isopropyl-5,6-dihydro-4H-pyrazolo[1,5-d][1,4]diazepin-7(8H)-one C(C)(C)C1=NN2CC(NCCC2=C1)=O